C(C)(C)C1=C(C=CC=C1)C1=CC(=NC=C1C)C1=CC=CC=C1 4-(isopropylphenyl)-5-methyl-2-phenylpyridine